2-pyrimidinylsulfonamide sodium salt [Na].N1=C(N=CC=C1)S(=O)(=O)N